COC1=CC=C2C(=CN(C2=C1)S(=O)(=O)C1=CC=CC=C1)S(=O)(=O)Cl 6-methoxy-1-(phenylsulfonyl)-1H-indole-3-sulfonyl chloride